P(=O)(OC[C@]1(O[C@H]([C@@H]([C@@H]1O)O)C1=CC=C2C(=NC=NN21)N)C#N)(OCCCCCCCCCCCCCCCCCCCC(F)(F)F)O ((2R,3S,4R,5S)-5-(4-aminopyrrolo[2,1-f][1,2,4]triazin-7-yl)-2-cyano-3,4-dihydroxytetrahydrofuran-2-yl)methyl (20,20,20-trifluoroicosyl) hydrogen phosphate